Cl.C(C1=CC=CC=C1)N(C(O)=O)C(=N)C1=CC=C(C=C1)CNC(=O)[C@H]1N(C[C@H](C1)C1=CC=CC=C1)C([C@@H](CCC1=CC=CC=C1)N)=O.N1(N=CC=C1)C1=CC=C(C(=O)NN)C=C1 4-(1H-pyrazol-1-yl)benzoyl-hydrazine benzyl-((4-(((2S,4R)-1-((R)-2-amino-4-phenylbutanoyl)-4-phenylpyrrolidine-2-carboxamido)methyl)phenyl)(imino)methyl)carbamate hydrochloride